(4-chloro-3-fluoro-phenyl)-4-(dimethoxymethyl)piperidine ClC1=C(C=C(C=C1)N1CCC(CC1)C(OC)OC)F